N-(3-(Morpholinomethyl)-5-(trifluoromethyl)phenyl)-6-(pyrazolo[1,5-a]pyrazin-3-carbonyl)-4,5,6,7-tetrahydrothieno[2,3-c]pyridin-3-carboxamid O1CCN(CC1)CC=1C=C(C=C(C1)C(F)(F)F)NC(=O)C1=CSC=2CN(CCC21)C(=O)C=2C=NN1C2C=NC=C1